CN(C1=CC=C(C=C1)CCCNC=1C2=C(N=C(N1)CC)SC(=C2)C)C N-(3-(4-(dimethylamino)phenyl)propyl)-2-ethyl-6-methylthieno[2,3-d]pyrimidin-4-amine